C(CCC(=O)C)(=O)O[C@H]1[C@H](OCC=C)O[C@H]([C@@H]([C@H]1OCC1=CC2=CC=CC=C2C=C1)OCC1=CC2=CC=CC=C2C=C1)C Allyl 2-O-levulinyl-3,4-di-O-(2-naphthylmethyl)-α-L-rhamnopyranoside